6-((2-((5R)-1,7-diazaspiro[4.5]decan-7-yl)-1H-benzimidazol-1-yl)methyl)-3-pyridinecarbonitrile N1CCC[C@@]12CN(CCC2)C2=NC1=C(N2CC2=CC=C(C=N2)C#N)C=CC=C1